FC1=C(C=C(C=C1)F)C(C1(CC1)C#CC#CC1=C2C(=NC=C1C(=O)N)NC=C2)N2N=C1C=CC=CC1=C2 4-((1-((2,5-difluorophenyl)(2H-indazol-2-yl)methyl)cyclopropyl)but-1,3-diyn-1-yl)-1H-Pyrrolo[2,3-b]pyridine-5-carboxamide